NC1=NC(=CC=C1CN1C[C@H]2CC[C@@H](C1)N2C(=O)OC(C)(C)C)Cl tert-butyl (1R,5S)-3-((2-amino-6-chloropyridin-3-yl)methyl)-3,8-diazabicyclo[3.2.1]octane-8-carboxylate